(R,Z)-3-((5-(bicyclo[1.1.1]pentan-1-yl)-3-(cyclopentylmethyl)-2-methyl-7-(methylthio)-1,1-dioxido-2,3,4,5-tetrahydrobenzo[f][1,2,5]thiadiazepin-8-yl)oxy)-2-fluoroacrylic acid C12(CC(C1)C2)N2C[C@H](N(S(C1=C2C=C(C(=C1)O\C=C(\C(=O)O)/F)SC)(=O)=O)C)CC1CCCC1